tert-butyl (R)-(1-(2-(3-bromo-1-(cyclopropylmethyl)-1H-indol-2-yl)-3-methylimidazo[1,2-a]pyridine-7-carbonyl) piperidin-3-yl)carbamate BrC1=C(N(C2=CC=CC=C12)CC1CC1)C=1N=C2N(C=CC(=C2)C(=O)N2C[C@@H](CCC2)NC(OC(C)(C)C)=O)C1C